(3S)-4-[3-bromo-7-(1-methanesulfonylcyclopropyl)pyrazolo[1,5-a]pyrimidin-5-yl]-3-methylmorpholine BrC=1C=NN2C1N=C(C=C2C2(CC2)S(=O)(=O)C)N2[C@H](COCC2)C